NC1=C(C=C(C=N1)NC(C(=O)N1[C@H](CC[C@H](C1)C)C=1SC(=CC1)C1=CC=NN1)=O)C N-(6-amino-5-methyl-3-pyridyl)-2-[(2R,5R)-5-methyl-2-[5-(1H-pyrazol-5-yl)-2-thienyl]-1-piperidyl]-2-oxo-acetamide